O1[C@H](COCC1)CN1N=C2C3=C(C[C@@H](C2=C1)C)OC(=C3C(F)(F)F)C(=O)NCC3=NC=C(C=N3)C (4S)-2-{[(2S)-1,4-dioxan-2-yl]methyl}-4-methyl-N-[(5-methylpyrimidin-2-yl)methyl]-8-(trifluoromethyl)-4,5-dihydro-2H-furo[2,3-g]indazole-7-carboxamide